1,2-diphenylcyclohexene C1(=CC=CC=C1)C1=C(CCCC1)C1=CC=CC=C1